8-((2S,6S)-2,6-Dimethylmorpholino)-3-((S)-3-hydroxy-3-(trifluoromethyl)pyrrolidine-1-carbonyl)-N-(3-methyloxetan-3-yl)imidazo[1,5-a]pyridine-6-sulfonamide C[C@@H]1O[C@H](CN(C1)C=1C=2N(C=C(C1)S(=O)(=O)NC1(COC1)C)C(=NC2)C(=O)N2C[C@@](CC2)(C(F)(F)F)O)C